N[C@@H]1[C@@H](CCCC1)NC1=NC(=C2N=CN(C2=N1)C(C)C)NC1=CC(=CC=C1)Cl N2-((1R,2S)-2-AMINOCYCLOHEXYL)-N6-(3-CHLOROPHENYL)-9-ISOPROPYL-9H-PURINE-2,6-DIAMINE